(R)-N-(4-(2H-tetrazol-5-yl)phenyl)-2-bromo-3-phenylpropionamide N=1NN=NC1C1=CC=C(C=C1)NC([C@@H](CC1=CC=CC=C1)Br)=O